(S)-N-(3-(2-methoxy-3-(1-(1-methoxypropan-2-yl)-1H-pyrazol-4-yl)phenyl)-1-methyl-1H-pyrazolo[3,4-c]pyridin-5-yl)cyclopropanecarboxamide COC1=C(C=CC=C1C=1C=NN(C1)[C@H](COC)C)C1=NN(C2=CN=C(C=C21)NC(=O)C2CC2)C